CC1=NC=C(C=N1)B1OC(C(O1)(C)C)(C)C 2-methyl-5-(4,4,5,5-tetramethyl-1,3,2-dioxaborolan-2-yl)pyrimidine